CN1C(=CC2=C1N=CNC2=O)C=2SC=CC2 7-methyl-6-(thiophen-2-yl)-3,7-dihydro-4H-pyrrolo[2,3-d]Pyrimidin-4-one